ClS(=O)(=O)C1=C(C=C(C(=O)OCC)C=C1)F ethyl 4-(chlorosulfonyl)-3-fluorobenzoate